BrC=1C=2C3=C(NC2C=CC1)CCC3 8-bromo-1,2,3,4-tetrahydrocyclopenta[b]indole